sodium bis-(2-ethylsulfinyl)-sulfosuccinate CCS(=O)C(C(C(=O)[O-])S(=O)(=O)O)(C(=O)[O-])S(=O)CC.[Na+].[Na+]